2-fluoro-8-methyl-7,8-dihydro-6H-cyclopenta[e]pyrazolo[1,5-a]pyrimidine-6-carbonitrile FC1=NN2C(N=CC3=C2C(CC3C#N)C)=C1